N-benzylsulfonyl-4-[4-[5-[2-(5-methoxypyridin-3-yl)ethynyl]pyridine-3-carbonyl]piperazin-1-yl]benzamide C(C1=CC=CC=C1)S(=O)(=O)NC(C1=CC=C(C=C1)N1CCN(CC1)C(=O)C=1C=NC=C(C1)C#CC=1C=NC=C(C1)OC)=O